N1(C=CC=C1)CCN 2-(1-pyrrolyl)-ethylamine